4-((2-((2-(2,6-dioxopiperidin-3-yl)-1-oxoisoindolin-4-yl)thio)ethyl)amino)piperidin O=C1NC(CCC1N1C(C2=CC=CC(=C2C1)SCCNC1CCNCC1)=O)=O